C(C)(C)(C)O[C@@H]1C[C@H](NC1)C(=O)OCC=C (2S,4R)-allyl 4-(tert-butoxy)pyrrolidine-2-carboxylate